O[C@H]1C[C@H](CN(CC1)C(=O)OC(C)(C)C)CO tert-butyl (3R,5S)-5-hydroxy-3-(hydroxymethyl)azepane-1-carboxylate